acryloyloxymethyl-2-methyladamantan C(C=C)(=O)OCC12C(C3CC(CC(C1)C3)C2)C